N-(2-aminoethyl)-naphthylacetamide NCCNC(CC1=CC=CC2=CC=CC=C12)=O